ClC1=CC=C2C=C(N(C2=C1F)CC1CC1)C1=NC2=C(N1C)C(=CC(=C2)C(=O)OC)OC methyl 2-(6-chloro-1-(cyclopropylmethyl)-7-fluoro-1H-indol-2-yl)-7-methoxy-1-methyl-1H-benzo[d]imidazole-5-carboxylate